O=C1CC[C@H]2CN(C[C@H]21)C(=O)OC(C)(C)C |o1:4,8| rel-(3aS,6aR)-tert-butyl 4-oxohexahydrocyclopenta[c]pyrrole-2(1H)-carboxylate